4-(p-tolyl)thiazol-2-amine CC1=CC=C(C=C1)C2=CSC(=N2)N